4,6-diamino-2-vinyl-s-triazine NC1=NC(=NC(=N1)N)C=C